tri(furyl)phosphine O1C(=CC=C1)P(C=1OC=CC1)C=1OC=CC1